CC(C)(C)C1=C(C(=CC=C1)C)O 2-(1,1-dimethylethyl)-6-methylphenol